N1(CCNCC1)C1=CC=C(C=N1)C1=CC=C2CC(NC2=C1)=O 6-(6-(piperazin-1-yl)pyridin-3-yl)indolin-2-one